sodium (±)-(1R,2R,3aS,8bS)-2,3,3a,8b-tetrahydro-2-hydroxy-1-[(E)-(3S,4RS)-3-hydroxy-4-methyl-1-octene-6-ynyl]-1H-cyclopenta[b]benzofuran-5-butanoate O[C@H]1[C@@H]([C@@H]2[C@@H](OC3=C2C=CC=C3CCCC(=O)[O-])C1)\C=C\[C@H]([C@@H](CC#CC)C)O.[Na+] |r|